ClC1=NC(=CC(=N1)C(C)=O)SC 1-(2-chloro-6-methylsulfanyl-pyrimidin-4-yl)ethanone